NC1=NC=C(C=N1)C=1C=C2C(=C(C=NC2=CC1)C#N)NC(C)C1=CC=CC=C1 6-(2-aminopyrimidin-5-yl)-4-(1-phenylethylamino)quinoline-3-carbonitrile